COC=1C(=NC(=CN1)C(=C)C)N 3-methoxy-6-(prop-1-en-2-yl)pyrazin-2-amine